(α-methyl-benzyl)phenol CC(C1=CC=CC=C1)C1=C(C=CC=C1)O